4-((2S)-4-cyclopropyl-1-((5-methoxy-7-methyl-1H-indazol-4-yl)methyl)piperidin-2-yl)benzoic acid methyl ester COC(C1=CC=C(C=C1)[C@H]1N(CCC(C1)C1CC1)CC1=C2C=NNC2=C(C=C1OC)C)=O